FC(OC1=C(N[C@@H](C)C2CCN(CC2)C(=O)OC(C)(C)C)C=C(C=C1F)C(=O)OC)F tert-Butyl 4-{(1S)-1-[2-(difluoromethoxy)-3-fluoro-5-(methoxycarbonyl)anilino]ethyl}piperidine-1-carboxylate